(S)-N'-(((S)-2-fluoro-1,2,3,5,6,7-hexahydro-s-indacen-4-yl)carbamoyl)-2,2-dimethyl-2,3-dihydropyrazolo[5,1-b]oxazole-7-sulfonimidamide F[C@H]1CC2=CC=3CCCC3C(=C2C1)NC(=O)N=[S@@](=O)(N)C=1C=NN2C1OC(C2)(C)C